5-(2-(2-((tert-Butylamino)methyl)-6-fluoropyridin-4-yl)-1H-pyrrolo[2,3-b]pyridin-4-yl)-1H-indazol-3-amine C(C)(C)(C)NCC1=NC(=CC(=C1)C1=CC=2C(=NC=CC2C=2C=C3C(=NNC3=CC2)N)N1)F